BrC1=CC=C(C=C1)C(=C(C1=CC=CC=C1)C1=CC=C(C=C1)C1=CC=NC=C1)C1=CC=CC=C1 4-(4-(2-(4-bromophenyl)-1,2-diphenylvinyl)phenyl)pyridine